ethyl 6'-chloro-2'-oxo-1,3-dihydrospiro[indene-2,3'-indoline]-5-carboxylate ClC1=CC=C2C3(C(NC2=C1)=O)CC1=CC=C(C=C1C3)C(=O)OCC